N-(5-(3,5-difluorobenzyl)-1H-indazol-3-yl)-4-(4-(3-(2,6-dioxopiperidin-3-yl)-1-oxoisoindolin-5-yl)azetidin-1-yl)-2-((tetrahydro-2H-pyran-4-yl)amino)benzamide FC=1C=C(CC=2C=C3C(=NNC3=CC2)NC(C2=C(C=C(C=C2)N2CCC2C=2C=C3C(NC(C3=CC2)=O)C2C(NC(CC2)=O)=O)NC2CCOCC2)=O)C=C(C1)F